4-(difluoromethyl)-9-methyl-3,4,7,15-tetraazatricyclo[12.3.1.02,6]Octadecan-1(18),2,5,14,16-pentaen-8-one FC(N1N=C2C=3C=CN=C(CCCCC(C(NC2=C1)=O)C)C3)F